(1R,3S,5R)-2-(2-(4-amino-8-bromo-9H-pyrimido[4,5-b]indol-9-yl)acetyl)-N-(6-bromopyridin-2-yl)-5-methyl-2-azabicyclo[3.1.0]hexane-3-carboxamide NC1=NC=NC=2N(C3=C(C=CC=C3C21)Br)CC(=O)N2[C@@H]1C[C@@]1(C[C@H]2C(=O)NC2=NC(=CC=C2)Br)C